5-(6-ethoxy-1H-pyrrolo[2,3-b]pyridin-3-yl)-N-(pyridin-3-yl)pyrazolo[1,5-a]pyridine-3-carboxamide C(C)OC1=CC=C2C(=N1)NC=C2C2=CC=1N(C=C2)N=CC1C(=O)NC=1C=NC=CC1